O1C(=NN=C1)N1CC2(C1)C[C@@H](CC2)N2CCC(CC2)C2=C(OCC(C)(O)C)C=CC=C2 (R)-1-(2-(1-(2-(1,3,4-oxadiazol-2-yl)-2-azaspiro[3.4]octan-6-yl)piperidin-4-yl)phenoxy)-2-methylpropan-2-ol